β-D-galactopyranosyl-(1-4)-D-glucose [C@@H]1([C@H](O)[C@@H](O)[C@@H](O)[C@H](O1)CO)O[C@@H]([C@@H]([C@H](C=O)O)O)[C@H](O)CO